[Cl-].CC(CC[N+]1=CC=CC=C1)CC 3,4-dimethylbutylpyridinium chloride